CC1=NOC(=C1CNC1=C2C(=NC(=C1)N)C=C(S2)C2=CC=NN2)C N7-((3,5-dimethylisoxazol-4-yl)methyl)-2-(1H-pyrazol-5-yl)thieno[3,2-b]pyridin-5,7-diamine